3-fluoro-N-(methyl(oxo)(pyridin-2-yl)-λ6-sulfaneylidene)-4-(5-(trifluoromethyl)-1,2,4-oxadiazol-3-yl)benzamide FC=1C=C(C(=O)N=S(C2=NC=CC=C2)(=O)C)C=CC1C1=NOC(=N1)C(F)(F)F